C1(=CC=C(C=C1)C(=O)O[C@H](C(=O)OCC)C)C1=CC=C(C=C1)C1=CC=C(C=C1)C(=O)O[C@H](C(F)(F)F)CCCCCC 4-((S)-1-ethoxy-1-oxopropan-2-yl) 4''-((S)-1,1,1-trifluorooctan-2-yl) [1,1':4',1''-terphenyl]-4,4''-dicarboxylate